C(C1=CC=CC=C1)N1C=C2NCCCC2=C1 6-benzyl-1,2,3,4-tetrahydro-6H-pyrrolo[3,4-b]pyridine